O=C1OC2=C(N1)C=CC(=C2)NC(O[C@H](C)[C@H](C)OC2=C(C=C1C(=N2)SC(=N1)C1=C2N=CC(=NC2=CC(=C1)C)OC)F)=O (2R,3S)-3-((6-fluoro-2-(2-methoxy-7-methylquinoxalin-5-yl)thiazolo[5,4-b]pyridin-5-yl)oxy)butan-2-yl (2-oxo-2,3-dihydrobenzo[d]oxazol-6-yl)carbamate